BrC1=CC2=C(N[C@H](C(N2)=O)[C@H](NC(OC(C)(C)C)=O)C2=CC=CC=C2)N=C1 tert-butyl N-[(R)-[(3S)-7-bromo-2-oxo-3,4-dihydro-1H-pyrido[2,3-b]pyrazin-3-yl]-phenyl-methyl]carbamate